C(C)(C)(C)OC(=O)N1CCC(C(=CC1)C=1C=NN(C1)C)(F)F.FC1=C(C=C(C=C1C(F)(F)F)Br)Br 4-fluoro-3-bromo-5-(trifluoromethyl)bromobenzene tert-butyl-4,4-difluoro-5-(1-methyl-1H-pyrazol-4-yl)-2,3,4,7-tetrahydro-1H-azepine-1-carboxylate